ClC1=NC=2N(C(=C1)N(C(OC(C)(C)C)=O)CC=1N=C3N(C=CC=N3)C1)N=CC2C(C)C tert-butyl (5-chloro-3-isopropylpyrazolo[1,5-a]pyrimidin-7-yl)(imidazo[1,2-a]pyrimidin-2-ylmethyl)carbamate